CC(CC(C)O)C 4-methyl-2-pentyl alcohol